(3-chloro-4-fluorophenyl)-2-(4-((6,7-dimethoxyquinazolin-4-yl)oxy)-2,6-difluorophenyl)-2-oxoacetamide ClC=1C=C(C=CC1F)NC(C(=O)C1=C(C=C(C=C1F)OC1=NC=NC2=CC(=C(C=C12)OC)OC)F)=O